Di-tert-butyl ((1R)-2-(aminomethyl)-1-cyclopropyl-4,4-dimethylhexane-1,6-diyl)dicarbamate NCC([C@@H](C1CC1)NC(OC(C)(C)C)=O)CC(CCNC(OC(C)(C)C)=O)(C)C